4,4,5,5-tetramethyl-2-(8-(phenyl-d5)dibenzo[b,d]furan-3-yl-1,2,4,6,7,9-d6)-1,3,2-dioxaborolane CC1(OB(OC1(C)C)C1=C(C(=C2C(OC=3C2=C(C(=C(C3[2H])[2H])C3=C(C(=C(C(=C3[2H])[2H])[2H])[2H])[2H])[2H])=C1[2H])[2H])[2H])C